FC1=CC=C(C=C1)C(N1[C@@H](CN[C@H](C1)C)CO)C1=NC=C(C=C1)C(F)(F)F ((2S,5S)-1-((4-fluorophenyl)(5-(trifluoromethyl)pyridin-2-yl)methyl)-5-methylpiperazin-2-yl)methanol